(2S)-1-(2-{7,8-Dimethyl-[1,2,4]triazolo[1,5-a]pyridin-6-yl}-3-(propan-2-yl)-1H-pyrrolo[3,2-b]pyridin-5-yl)-2-methyl-4-(oxan-4-yl)piperazin CC1=C(C=2N(C=C1C1=C(C3=NC(=CC=C3N1)N1[C@H](CN(CC1)C1CCOCC1)C)C(C)C)N=CN2)C